6-[(E)-2-ethoxyethenyl]-N-(1-methylpyrazol-4-yl)cinnolin-4-amine C(C)O/C=C/C=1C=C2C(=CN=NC2=CC1)NC=1C=NN(C1)C